(2S,3S,4S,5R,6R)-6-((8-chloroquinolin-2-yl)(2,2-difluorobenzo[d][1,3]dioxolan-5-yl)amino)-3,4,5-trihydroxytetrahydro-2H-pyran-2-carboxylic acid ClC=1C=CC=C2C=CC(=NC12)N([C@H]1[C@@H]([C@H]([C@@H]([C@H](O1)C(=O)O)O)O)O)C1=CC2=C(OC(O2)(F)F)C=C1